N(C(=N)N)CCC[C@H](C(=O)NCC1=CC=C(C=C1)O)NC(C(N1CCC2(CC2)CC1)C1=CC=CC=C1)=O (2R)-5-guanidino-N-(4-hydroxybenzyl)-2-(2-phenyl-2-(6-azaspiro[2.5]octan-6-yl)acetamido)pentanamide